N1=CC(=CC=C1)C=1C=C(C=CC1)B(O)O 3-(PYRIDINE-3-YL)PHENYLBORONIC ACID